Acetic acid 4-bromo-2-(3-iodophenyl)-2-methyl-3-oxobutyl ester BrCC(C(COC(C)=O)(C)C1=CC(=CC=C1)I)=O